4-[4-fluoro-3-(trifluoromethyl)phenyl]-1,2,4-oxadiazol-5(4H)-one hydroiodide I.FC1=C(C=C(C=C1)N1C=NOC1=O)C(F)(F)F